4-(DIMETHYLAMINO)-3-PYRIDINECARBOXALDEHYDE CN(C1=C(C=NC=C1)C=O)C